C(C)C1=CC=C(CNC(=O)C2NCCN(C2)C=2C=3C(N=CN2)=NN(C3)C3=CC=C(C=C3)F)C=C1 N-(4-ethylbenzyl)-4-(2-(4-fluorophenyl)-2H-pyrazolo[3,4-d]pyrimidin-4-yl)piperazine-2-carboxamide